aluminum tri-calcium [Ca].[Ca].[Ca].[Al]